COC(C)(C)C=1C(=CC2=CN(N=C2C1)C1CCC(CC1)N1CCNCC1)N 6-(2-methoxypropan-2-yl)-2-((1r,4r)-4-(piperazin-1-yl)cyclohexyl)-2H-indazol-5-amine